cyclohexadec-8-ene-1-on C1(CCCCCCC=CCCCCCCC1)=O